CP([O-])([O-])=O.[Na+].[Na+].[Na+] trisodium methylphosphonate